CS(=O)(=O)C(C)(C)C1=NC(=NC=2N3[C@@H](COC[C@H]3COC12)C)N1C=C(C2=CC=CC=C12)C#N 1-[(5R,8aS)-1-(1-methanesulfonyl-1-methyl-ethyl)-5-methyl-5,6,8a,9-tetrahydro-8H-7,10-dioxa-2,4,4b-triazaphenanthren-3-yl]-1H-indole-3-carbonitrile